N-(β-aminoethyl)aminopropylmethyldiethoxysilane NCCNCCC[Si](OCC)(OCC)C